2-{[5-(7-fluoro-2-methylindazol-5-yl)thieno[2,3-c]pyrazol-1-yl]methyl}-1,3-dioxan-5-amine FC1=CC(=CC2=CN(N=C12)C)C1=CC2=C(N(N=C2)CC2OCC(CO2)N)S1